1-(2-dimethylaminoethyl)imidazoline CN(CCN1C=NCC1)C